tert-butyl 4-{3-carbamoyl-2-[4-(4-chlorophenoxy)phenyl]-2H-pyrazolo[4,3-b]pyridin-7-yl}piperidine-1-carboxylate C(N)(=O)C=1N(N=C2C1N=CC=C2C2CCN(CC2)C(=O)OC(C)(C)C)C2=CC=C(C=C2)OC2=CC=C(C=C2)Cl